N-decyl-N',N'-dipropylurea C(CCCCCCCCC)NC(=O)N(CCC)CCC